C12C(C(C1)C2)C#N bicyclo[1.1.1]pentane-2-carbonitrile